C1(CCCC1)C(C)(C)OC(=O)C=1C=C(C=CC1)C1C2C=CC(C1)C2 5-(3-(2-cyclopentyl-2-propoxycarbonyl)phenyl)-bicyclo[2.2.1]Hept-2-ene